4-[2-(5-fluoro-2-{3-[(methylamino)methyl]imidazo[1,2-a]pyridin-6-yl}phenoxy)ethyl]-1,5-dimethyl-1H-pyrazole-3-carboxamide FC=1C=CC(=C(OCCC=2C(=NN(C2C)C)C(=O)N)C1)C=1C=CC=2N(C1)C(=CN2)CNC